C1(=CC=CC=C1)OC(CO)CO (R)-(-)-2-phenylglycerol